6,7-dimethoxy-1-methyl-2,4-dihydro-1H-benzo[2,1-d][1,3]oxazine-2,4-dione COC=1C(=CC=2N(C(OC(C2C1)=O)=O)C)OC